BrC(C(C(Cl)Br)=O)Br 1,1,3-tribromo-3-chloropropan-2-one